OCCC1CCN(CC1)C1=CC=C(C=N1)C1C(NC(CC1)=O)=O 3-{6-[4-(2-hydroxyethyl)piperidin-1-yl]pyridin-3-yl}piperidine-2,6-dione